(5-methoxy-1,2,3,4-tetrahydro-2,6-naphthyridine-2-carbonyl)-6-methyl-N-(1-methylcyclopropyl)furo[2,3-d]pyrimidin-4-amine COC1=C2CCN(CC2=CC=N1)C(=O)C=1N=C(C2=C(N1)OC(=C2)C)NC2(CC2)C